6-(4-bromo-2-cyclopropyl-6-fluoro-benzyl)-6,7-dihydro-5H-pyrrolo[3,4-b]-pyridin-5-one BrC1=CC(=C(CN2CC3=NC=CC=C3C2=O)C(=C1)F)C1CC1